1-phenoxy-4-(3-prop-2-enoxypropoxy)-benzene O(C1=CC=CC=C1)C1=CC=C(C=C1)OCCCOCC=C